tert-butyl-propaneboronic acid C(C)(C)(C)C(CC)B(O)O